C(C)(=O)[C@H]1CCC2[C@@]1(C[C@@H](C1[C@]3(CCC(N(C3=CCC12)CC)=O)C)O)C (4aR,5S,6aS,7S)-7-acetyl-1-ethyl-5-hydroxy-4a,6a-dimethyl-1,3,4,4a,4b,5,6,6a,7,8,9,9a,9b,10-tetradecahydro-2H-indeno[5,4-f]quinolin-2-one